C(=O)C=1SC(=C(N1)C)C(=O)NC1CN(C1)C(=O)OC(C)(C)C tert-Butyl 3-(2-formyl-4-methylthiazole-5-carboxamido)azetidine-1-carboxylate